(7-chloro-4-methoxy-6-(methoxymethyl)benzo[d]isoxazol-3-yl)-2,6-dimethoxybenzenesulfonamide ClC1=C(C=C(C=2C(=NOC21)C=2C(=C(C(=CC2)OC)S(=O)(=O)N)OC)OC)COC